C(C)OC(C1=C(N=C(C(=C1OCC1=CC=CC=C1)O)C)Cl)=O 4-(benzyloxy)-2-chloro-5-hydroxy-6-methylnicotinic acid ethyl ester